ClC1=C(C=CC=C1)C1C(CCCC1)=O 2-(2-chlorophenyl)cyclohexanone